methacrylic acid tricyclo[5.2.1.02,6]decan-8-yl ester C12C3CCCC3C(C(C1)OC(C(=C)C)=O)C2